dimethyl-pyrazol-4-ylcarboxamide CN(C(=O)C=1C=NNC1)C